CC1(OB(OC1(C)C)C1=CC=C(C=C1)N1CCOCC1)C 4-(4-(4,4,5,5-tetramethyl-1,3,2-dioxaborolan-2-yl)phenyl)-morpholine